6-{3-azabicyclo[3.1.0]hex-3-yl}-2-ethylpyridine-3-carbaldehyde C12CN(CC2C1)C1=CC=C(C(=N1)CC)C=O